ClC1=CC=2[C@@H](CNS(C2S1)(=O)=O)O (S)-6-chloro-4-hydroxy-3,4-dihydro-2H-thieno[3,2-e][1,2]thiazine 1,1-dioxide